OC1=CC=C2[C@@H]([C@@H](COC2=C1)CC(F)(F)F)C1=CC=C(C=C1)N1CCC(CC1)C=O 1-(4-(cis-7-hydroxyl-3-(2,2,2-trifluoroethyl)chroman-4-yl)phenyl)piperidine-4-carbaldehyde